4-(2-isocyanatobicyclo[4.2.0]oct-1(6),2,4-trien-3-yl)-2-methoxypyridine N(=C=O)C=1C=2CCC2C=CC1C1=CC(=NC=C1)OC